BrC=1C=CC=2C(N(C3=CC=CC1C23)C2C(N(C(C2)=O)CC2=CC=C(C=C2)OC)=O)=O 3-(5-bromo-2-oxo-benzo[cd]indol-1(2H)-yl)-1-(4-methoxybenzyl)pyrrolidine-2,5-dione